(5-(benzyloxy)-2-fluorophenyl)(6-(5-(5-fluoropyridin-3-yl)-3-(trifluoromethyl)-1H-pyrazol-1-yl)-2-azaspiro[3.3]heptan-2-yl)methanone C(C1=CC=CC=C1)OC=1C=CC(=C(C1)C(=O)N1CC2(C1)CC(C2)N2N=C(C=C2C=2C=NC=C(C2)F)C(F)(F)F)F